O=C1NC(CCC1N1C(C2=CC=C(C=C2C1)NC(OCCCOC1=C(C=C(C=C1C#N)C(C)(C1=CC=C(C=C1)OCC1=NC(=NC=C1)S(=O)(=O)C)C)Cl)=O)=O)=O 3-[2-chloro-6-cyano-4-[1-methyl-1-[4-[(2-methylsulfonylpyrimidin-4-yl)methoxy]phenyl]ethyl]phenoxy]propyl N-[2-(2,6-dioxo-3-piperidyl)-1-oxo-isoindolin-5-yl]carbamate